ClC1=CC=C(C(=N1)C(=O)NOC)O[C@H](C)C=1C=C(C=C2C(C(=C(OC12)C1=CC2=CN(N=C2C=C1)C)C)=O)C 6-Chloro-3-[(1R)-1-[3,6-dimethyl-2-(2-methylindazol-5-yl)-4-oxo-chromen-8-yl]ethoxy]-N-methoxy-pyridine-2-carboxamide